CN1C(N(C2=C1C(=CC=C2)N2CCC(CC2)COC2CCNCC2)C2CNCCC2)=O 3-[3-methyl-2-oxo-4-[4-(4-piperidinyloxymethyl)-1-piperidinyl]Benzimidazol-1-yl]Piperidine